methyl (E)-octadec-9-enoate C(CCCCCCC\C=C\CCCCCCCC)(=O)OC